(5-methylbenzo[d]oxazol-2-yl)benzene-1,4-diamine CC=1C=CC2=C(N=C(O2)C2=C(C=CC(=C2)N)N)C1